undecyl-fluorooctadecane C(CCCCCCCCCC)C(CCCCCCCCCCCCCCCCC)F